1,1,1,4,4,4-hexafluoro-3-(trifluoromethyl)-2-butene FC(C=C(C(F)(F)F)C(F)(F)F)(F)F